FC1(CNCCC1NC(=O)C1=C(OC2=C1C=C(C=C2)OCC2=CN=C(S2)C)C)F N-(3,3-difluoropiperidin-4-yl)-2-methyl-5-((2-methylthiazol-5-yl)methoxy)benzofuran-3-carboxamide